C(CCC)C1=NN2C(C=C(C=C2)OC\C(\CNC(OC(C)(C)C)=O)=C\F)=N1 tert-butyl (E)-(2-(((2-butyl-[1,2,4]triazolo[1,5-a]pyridin-7-yl)oxy)methyl)-3-fluoroallyl)carbamate